2-(3,4-epoxycyclohexyl)ethyl-trimethoxysilane (R)-1-(2-chlorophenyl)ethyl-(1-methyl-4-(6-methyl-5-nitropyridin-2-yl)-1H-1,2,3-triazol-5-yl)carbamate ClC1=C(C=CC=C1)[C@@H](C)N(C(O)=O)C1=C(N=NN1C)C1=NC(=C(C=C1)[N+](=O)[O-])C.C1(CC2C(CC1)O2)CC[Si](OC)(OC)OC